ClC1=C(C(=O)NC2=NN=NN2CCOC)C=CC(=C1C(=O)N(C)OC)S(=O)(=O)C 2-Chloro-N3-methoxy-N1-[1-(2-methoxyethyl)-1H-tetrazol-5-yl]-N3-methyl-4-(methylsulfonyl)isophthalamide